N-[2-(cyclobutyloxy)-6-{[(2R*)-1,1,1-trifluoropropan-2-yl]oxy}benzene-1-sulfonyl]-6-(dimethylamino)-1-benzofuran-2-carboxamide C1(CCC1)OC1=C(C(=CC=C1)O[C@@H](C(F)(F)F)C)S(=O)(=O)NC(=O)C=1OC2=C(C1)C=CC(=C2)N(C)C |o1:12|